ClC=1N=C2C(=C(C(N(C2=CC1)C)=O)C#N)N1CCC(CC1)(O)[C@H](C1=CC=CC=C1)C1=NC=C(C=C1)Cl 6-chloro-4-[4-[(R)-(5-chloro-2-pyridinyl)-phenyl-methyl]-4-hydroxy-1-piperidinyl]-1-methyl-2-oxo-1,5-naphthyridine-3-carbonitrile